CN(C=1N=CC(=NC1)C1=C2C=C(C(=CC2=CC2=C1C(OC2)=O)OC)OC)C 9-(5-(dimethylamino)pyrazin-2-yl)-6,7-dimethoxynaphtho[2,3-c]furan-1(3H)-one